C(C)OC1=CC=C(N=N1)NC1=CC(=C(N=N1)C(=O)NC([2H])([2H])[2H])NC1=NC=CC(=C1OC)C1=NC=C(C=N1)F 6-[(6-ethoxypyridazin-3-yl)amino]-4-{[4-(5-fluoropyrimidin-2-yl)-3-methoxypyridin-2-yl]amino}-N-(2H3)methylpyridazine-3-carboxamide